3,3'-((((2-(4-(2-carboxy-2-(pyrrolidin-3-yl)ethyl)-2H-isoindol-2-yl)ethyl)azanediyl)bis(methylene))bis(3,1-phenylene))bis(2-(pyrrolidin-3-yl)propanoic acid) C(=O)(O)C(CC=1C2=CN(C=C2C=CC1)CCN(CC=1C=C(C=CC1)CC(C(=O)O)C1CNCC1)CC=1C=C(C=CC1)CC(C(=O)O)C1CNCC1)C1CNCC1